5-O-[2-[2-[(E)-3-(1,3-Benzodioxol-5-yl)prop-2-enoyl]-3,5-dihydroxyphenoxy]ethyl] 3-O-methyl 2,6-dimethyl-4-(3-nitrophenyl)-1,4-dihydropyridine-3,5-dicarboxylate CC=1NC(=C(C(C1C(=O)OC)C1=CC(=CC=C1)[N+](=O)[O-])C(=O)OCCOC1=C(C(=CC(=C1)O)O)C(\C=C\C1=CC2=C(OCO2)C=C1)=O)C